4-(3-(3-cyclopropyl-4-(2-(piperazin-1-yl)ethoxy)phenyl)-4,4-dimethyl-5-oxo-2-thioxoimidazol-1-yl)-2-(trifluoromethyl)benzonitrile hydrochloride Cl.C1(CC1)C=1C=C(C=CC1OCCN1CCNCC1)N1C(N(C(C1(C)C)=O)C1=CC(=C(C#N)C=C1)C(F)(F)F)=S